tris[2-((2-aminoethyl)amino)ethoxy]-ethoxy-titanium (IV) NCCNCCO[Ti](OCC)(OCCNCCN)OCCNCCN